C(C)(=O)NC=1C(=NC=CC1)C=1C=NC=CC1 acetamido-[2,3'-bipyridine]